(S)-quinuclidin-3-yl (2,2-dimethyl-(2,4,5-trifluorophenyl)-2,3-dihydro-1H-inden-1-yl)carbamate CC1(C(C2=CC=CC=C2C1)(C1=C(C=C(C(=C1)F)F)F)NC(O[C@@H]1CN2CCC1CC2)=O)C